CC(CC(O)O)(CCC)C 3,3,5-trimethyl-Pentanediol